5-((1R)-((((S)-1-(2-ethylbutoxy)-1-oxopropan-2-yl)amino)(phenoxy)phosphoryl)fluoromethyl)benzo[b]thiophene-2-carboxylic acid C(C)C(COC([C@H](C)NP(=O)(OC1=CC=CC=C1)[C@H](C1=CC2=C(SC(=C2)C(=O)O)C=C1)F)=O)CC